Cl.FC1(CCN(CC1)C1=C2CCNCC2=CC=C1)F 5-(4,4-difluoropiperidin-1-yl)-1,2,3,4-tetrahydroisoquinoline hydrochloride